COC=1C=C(C=CC1OCCC1=CC=CC=C1)C1NC2=CC=CC=C2C(N1)=O 2-[3-methoxy-4-phenethyloxy-phenyl]-2,3-dihydroquinazolin-4(1H)-one